N(=[N+]=[N-])CCOCCOCCOCCOC=1C(=NC=CC1)Br (2-(2-(2-(2-azidoethoxy)ethoxy)ethoxy)ethoxy)-2-bromopyridine